C1(CC1)NCC=1C=C(C(N(C1C)C1=CC(=CC=C1)C(F)(F)F)=O)C(=O)NCC1=CC=C(C=C1)S(=O)(=O)C 5-[(cyclopropylamino)methyl]-6-methyl-N-[4-(methylsulfonyl)benzyl]-2-oxo-1-[3-(trifluoromethyl)phenyl]-1,2-dihydropyridine-3-carboxamide